ClC=1C=CC2=C(C1F)S(CC1=C2N(N=C1C(=O)OCC)C1=CC=C(C=C1)CN1CCOCC1)(=O)=O Ethyl 7-chloro-6-fluoro-1-(4-(morpholinomethyl)phenyl)-1,4-dihydrothiochromeno[4,3-c]pyrazole-3-carboxylate 5,5-dioxide